C1(CC1)C=1NC(=NN1)C1CC2(CN(C2)C(=O)N2CC(C2)OCC2=C(C=C(C=C2)C(F)(F)F)OC)C1 [6-(5-cyclopropyl-4H-1,2,4-triazol-3-yl)-2-azaspiro[3.3]heptan-2-yl]-[3-[[2-methoxy-4-(trifluoromethyl)phenyl]methoxy]azetidin-1-yl]methanone